2-ethyl-4-(hydroxymethyl)phenoxy acetate C(C)(=O)OOC1=C(C=C(C=C1)CO)CC